C(C1=CC=CC=C1)NC12CC(C(CC1)(CC2)C(=O)NCC2=CC=C(C=C2)C(F)(F)F)=O 4-(benzylamino)-2-oxo-N-(4-(trifluoromethyl)benzyl)bicyclo[2.2.2]octane-1-carboxamide